C(#N)C=1C=C(CNC(=O)C=2N=CN(C2)C2=NC(=NC=C2C)N[C@@H]2COCC2)C=CC1 (S)-N-(3-cyanobenzyl)-1-(5-methyl-2-((tetrahydrofuran-3-yl)amino)pyrimidin-4-yl)-1H-imidazole-4-amide